2-[(2E)-2-(aminomethyl)-3-fluoroprop-2-en-1-yl]-4-{5-[3-(1H-1,2,4-triazol-3-yl)phenyl]pyrazin-2-yl}-2,4-dihydro-3H-1,2,4-triazol-3-one NC/C(/CN1N=CN(C1=O)C1=NC=C(N=C1)C1=CC(=CC=C1)C1=NNC=N1)=C\F